OC=1N=NN(C1C(=O)OCC)CC1=CC=C(C=C1)OC ethyl 4-hydroxy-1-(4-methoxybenzyl)-1H-1,2,3-triazole-5-carboxylate